Ethyl 2-(2,6-diethyl-4-((5-oxo-4-(4-(trifluoromethyl)phenyl)-4,5-dihydro-1H-1,2,4-triazol-1-yl)methyl)phenoxy)-2-methylpropionate C(C)C1=C(OC(C(=O)OCC)(C)C)C(=CC(=C1)CN1N=CN(C1=O)C1=CC=C(C=C1)C(F)(F)F)CC